2,3,4,5-tetrahydro-1H-pyrrolo[1,2-a][1,4]diazepin-1-one C1(C=2N(CCCN1)C=CC2)=O